CCCCCCCCCCCCCC(=O)O[C@H](COC(=O)CCCCCCCCC/C=C\C/C=C\CCCCC)COP(=O)(O)OC[C@@H](C(=O)O)N 1-(11Z,14Z-eicosadienoyl)-2-tetradecanoyl-glycero-3-phosphoserine